C(C)(C)(C)OC(=O)N1C(CCCC1)CC1=CN=C(O1)COC=1C=NC(=CC1Cl)Br ((2-(((6-bromo-4-chloropyridin-3-yl)oxy)methyl)oxazol-5-yl)methyl)piperidine-1-carboxylic acid tert-butyl ester